ClC1=CC=C(N=N1)OC1=NN(C=C1)CCN1CCOCC1 4-(2-(3-((6-chloropyridazin-3-yl)oxy)-1H-pyrazol-1-yl)ethyl)morpholine